Ethyl-2-(2,6-dichlorophenoxy)propionat C(C)OC(C(C)OC1=C(C=CC=C1Cl)Cl)=O